ClC(=O)Cl chloroketone